FC(C1=NN=C(O1)C1=CC=C(CN(C(=S)N2CC3(CN(C3)C(=O)OC(C)(C)C)C2)C2=CC(=C(C=C2)F)F)C=C1)F tert-butyl 6-((4-(5-(difluoromethyl)-1,3,4-oxadiazol-2-yl) benzyl) (3,4-difluorophenyl) thiocarbamoyl)-2,6-diazaspiro[3.3]heptane-2-carboxylate